N-(2-chloro-3-((3,5-dimethyl-4-oxo-3,4-dihydroquinazolin-6-yl)amino)phenyl)-3-fluoro-N-((2-(trimethylsilyl)ethoxy)methyl)propane-1-sulfonamide ClC1=C(C=CC=C1NC=1C(=C2C(N(C=NC2=CC1)C)=O)C)N(S(=O)(=O)CCCF)COCC[Si](C)(C)C